FC(C=1C=CC(=NC1)CNC1CC1)(F)F N-((5-(trifluoromethyl)pyridin-2-yl)methyl)cyclopropanamine